4-pyridine-carbonyl-hydrazine N1=CC=C(C=C1)C(=O)NN